CN1N=CC(=C1C)C=1C=CC=2N=CN=C(C2N1)N1CC2(C3=CC(=CC=C13)C#N)CCCCC2 1'-(6-(1,5-dimethyl-1H-pyrazol-4-yl)pyrido[3,2-d]pyrimidin-4-yl)spiro[cyclohexane-1,3'-indoline]-5'-carbonitrile